ClC=1C=C(C=C(C1)Cl)C1=C(NC(=C1C)C1=C(C=CC=C1)C(C(F)(F)F)=O)C(=O)O 3-(3,5-Dichlorophenyl)-4-methyl-5-(2-(2,2,2-trifluoroacetyl)phenyl)-1H-pyrrole-2-carboxylic acid